3-methylglutaramate CC(CC(=O)[O-])CC(=O)N